N-(2-methyl-4-(methylsulfonamido)phenyl)benzamide CC1=C(C=CC(=C1)NS(=O)(=O)C)NC(C1=CC=CC=C1)=O